NC=1C=C(C=CC1N1CCCCC1)S(=O)(=O)N 3-amino-4-(piperidin-1-yl)benzenesulfonamide